1-(4-(6-((4-(6-(Furan-3-yl)imidazo[1,2-a]pyridin-3-yl)pyrimidin-2-yl)amino)pyridin-3-yl)piperazin-1-yl)ethan-1-one O1C=C(C=C1)C=1C=CC=2N(C1)C(=CN2)C2=NC(=NC=C2)NC2=CC=C(C=N2)N2CCN(CC2)C(C)=O